2-(3-Oxa-6-azabicyclo[3.1.1]heptan-6-yl)-N-(4-((4-cyano-3-fluorophenyl)carbamoyl)-6-methoxypyridin-3-yl)-6-methoxybenzo[d]thiazole-7-carboxamide C12COCC(N1C=1SC3=C(N1)C=CC(=C3C(=O)NC=3C=NC(=CC3C(NC3=CC(=C(C=C3)C#N)F)=O)OC)OC)C2